C[C@H]1CCC(NC1)C=1C=CC2=CN(N=C2C1)C1CC(N(CC1)C)(C)C 6-[(5S)-5-methyl-2-piperidyl]-2-(1,2,2-trimethyl-4-piperidyl)indazole